7-oxo-2-(tetrahydro-2H-pyran-4-yl)-4,7-dihydropyrazolo[1,5-a]pyrimidine-6-carboxylic acid ethyl ester C(C)OC(=O)C1=CNC=2N(C1=O)N=C(C2)C2CCOCC2